N2-((3R,4S)-1-Cyclopropyl-3-fluoropiperidin-4-yl)-5-(3-(2,2-difluoroethyl)-2-methyl-3H-imidazo[4,5-b]pyridin-5-yl)-N4-methylpyrrolo[2,1-f][1,2,4]triazine-2,4-diamine C1(CC1)N1C[C@H]([C@H](CC1)NC1=NN2C(C(=N1)NC)=C(C=C2)C2=CC=C1C(=N2)N(C(=N1)C)CC(F)F)F